N1(C=CC=C1)C1=CC=C(C=O)C=C1 4-(1H-pyrrol-1-yl)benzaldehyde